OC(C)(C)C=1C=CC(=NC1)NC1=CC(=C(N=N1)C(=O)NC([2H])([2H])[2H])NC1=NC(=CC=C1S(=O)(=O)C)C 6-{[5-(2-hydroxypropan-2-yl)pyridin-2-yl]amino}-4-[(3-methanesulfonyl-6-methylpyridin-2-yl)amino]-N-(2H3)methylpyridazine-3-carboxamide